2,4,6-triphenylpyrane hexafluorophosphate F[P-](F)(F)(F)(F)F.C1(=CC=CC=C1)C1OC(=CC(=C1)C1=CC=CC=C1)C1=CC=CC=C1